tert-butyl 1-(3-amino-3-oxo-propyl)piperidine-4-carboxylate NC(CCN1CCC(CC1)C(=O)OC(C)(C)C)=O